O1CC(C1)C=1C=NC=2CCN(CC2C1)CCN1C=2N=C(N3C(C2N=C1)=NC(=N3)C3=NC=CC=C3)N 3-(2-(3-(oxetan-3-yl)-7,8-dihydro-1,6-naphthyridin-6(5H)-yl)ethyl)-8-(pyridin-2-yl)-3H-[1,2,4]triazolo[5,1-i]purin-5-amine